ClCN1N=CC=C1 1-(chloromethyl)-1H-pyrazole